ClC=1C=C(CNCC#C)C=CC1F (3-chloro-4-fluorobenzyl)(propargyl)amine